piperidine-3-carboxylic acid (pyrimidin-2-ylmethyl)-amide N1=C(N=CC=C1)CNC(=O)C1CNCCC1